N-(Benzo[d]thiazol-5-yl)-5,6-dihydrobenzo[f]imidazo[1,5-d][1,4]oxazepine-10-carboxamide S1C=NC2=C1C=CC(=C2)NC(=O)C=2C=CC1=C(C=3N(CCO1)C=NC3)C2